6-(6-((3-ethyl-2-oxo-1,2-dihydropyrido[2,3-b]pyrazin-7-yl)methyl)-2,6-diazaspiro[3.3]heptan-2-yl)-N-methylpyridazine-3-carboxamide C(C)C=1C(NC2=C(N1)N=CC(=C2)CN2CC1(CN(C1)C1=CC=C(N=N1)C(=O)NC)C2)=O